ClCCOC(C(=O)O)C chloroethoxypropionic acid